C(C)(C)(C)C=1C=C(C(=C(C1)C1=CC=CC=C1)NC1=CC(=CC(=C1)CC(C)(C)C)NC1=C(C=C(C=C1C1=CC=CC=C1)C(C)(C)C)C1=CC=CC=C1)C1=CC=CC=C1 N1,N3-bis(5'-(tert-butyl)-[1,1':3',1''-terphenyl]-2'-yl)-5-neopentylbenzene-1,3-diamine